(R)-N-((2-oxabicyclo[2.1.1]hexan-4-yl)methyl)-4-(5-(5-fluoro-2-methoxypyridin-4-yl)-1H-pyrazole-3-carbonyl)-4-azaspiro[2.5]octane-7-carboxamide C12OCC(C1)(C2)CNC(=O)[C@@H]2CCN(C1(CC1)C2)C(=O)C2=NNC(=C2)C2=CC(=NC=C2F)OC